3H-imidazo[4,5-C]pyridine-5-ium N1=CNC=2C=[NH+]C=CC21